tert-butyl (2R,4S)-2-[(4-cyclopropylphenyl)carbamoyl]-4-fluoro-pyrrolidine-1-carboxylate C1(CC1)C1=CC=C(C=C1)NC(=O)[C@@H]1N(C[C@H](C1)F)C(=O)OC(C)(C)C